1-(1H-Benzo[d]imidazol-2-yl)ethan-1-one N1C(=NC2=C1C=CC=C2)C(C)=O